(E)-1-Methyl-3-(2-phenyl-2-(m-tolylsulfinyl)vinylsulfonyl)benzene CC1=CC(=CC=C1)S(=O)(=O)\C=C(\S(=O)C=1C=C(C=CC1)C)/C1=CC=CC=C1